2-(1-(2,6-bis(benzhydryl)-4-tert-butyl-anilino)ethyl)-6-(1-(2,6-diisopropyl-anilino)ethyl)pyridine methyl-2-(3-((2,4-dimethoxybenzyl)amino)-2-oxo-6-phenylpyrazin-1(2H)-yl)acetate COC(CN1C(C(=NC=C1C1=CC=CC=C1)NCC1=C(C=C(C=C1)OC)OC)=O)=O.C(C1=CC=CC=C1)(C1=CC=CC=C1)C1=C(NC(C)C2=NC(=CC=C2)C(C)NC2=C(C=CC=C2C(C)C)C(C)C)C(=CC(=C1)C(C)(C)C)C(C1=CC=CC=C1)C1=CC=CC=C1